ethyl 5-(2-bromo-5-fluorophenyl)-3-oxopentanoate BrC1=C(C=C(C=C1)F)CCC(CC(=O)OCC)=O